ClC1=C(C=C(C(=C1)Cl)OC)NC1=C(C=NC2=CC(=C(C=C12)OC)OCCCN1CCN(CC1)C(CCCCCCCNC1=C2CN(C(C2=CC=C1)=O)C1C(NC(CC1)=O)=O)=O)C#N 4-((2,4-dichloro-5-methoxyphenyl)amino)-7-(3-(4-(8-((2-(2,6-dioxopiperidin-3-yl)-1-oxoisoindolin-4-yl)amino)octanoyl)piperazin-1-yl)propoxy)-6-methoxyquinoline-3-carbonitrile